ClC=1C=C(CC=2C=CC(=NC2)NC(=O)C2=NC=C(C=C2)CO)C=CC1 N-(5-(3-chlorobenzyl)pyridin-2-yl)-5-(hydroxymethyl)pyridineamide